1-hydroxyethyl-2-ethyl-3-hydroxypyridin-4-one OC(C)C=1C(C(C(=NC1)CC)O)=O